(6-bromopyridin-2-yl)-3-oxopiperazine-1-carboxylic acid tert-butyl ester C(C)(C)(C)OC(=O)N1C(C(NCC1)=O)C1=NC(=CC=C1)Br